1-tert-butyl 3-methyl 4-[2-(1-methylpiperidin-4-yl)ethyl]piperazine-1,3-dicarboxylate CN1CCC(CC1)CCN1C(CN(CC1)C(=O)OC(C)(C)C)C(=O)OC